1-((3aR,5r,6aS)-5-((4-methoxy-5-(1-methyl-1H-benzo[d][1,2,3]triazol-6-yl)-7H-pyrrolo[2,3-d]pyrimidin-2-yl)amino)hexahydrocyclopenta[c]pyrrol-2(1H)-yl)ethan-1-one COC=1C2=C(N=C(N1)NC1C[C@@H]3[C@@H](CN(C3)C(C)=O)C1)NC=C2C=2C=CC1=C(N(N=N1)C)C2